FC1=CC2=C(C=NCCO2)C=C1 8-fluoro-2,3-dihydrobenzo[f][1,4]Oxazepine